C1(CC1)C1=NC=NC(=C1C1=NC=C(C(=N1)NCC1=C(C=C(C=C1)C=1N(C=C(N1)C(F)(F)F)C)OC)OC)OC 4'-Cyclopropyl-5,6'-dimethoxy-N-(2-methoxy-4-(1-methyl-4-(trifluoromethyl)-1H-imidazol-2-yl)benzyl)-[2,5'-bipyrimidin]-4-amine